tert-butyl 4-cyano-4-(2,4-difluorobenzyl)piperidine-1-carboxylate C(#N)C1(CCN(CC1)C(=O)OC(C)(C)C)CC1=C(C=C(C=C1)F)F